tert-butyl 4-[(3aR,4R,6S,6aS)-6-hydroxy-2,2-dimethyl-tetrahydro-3aH-cyclopenta[d][1,3]dioxol-4-yl]piperidine-1-carboxylate O[C@H]1C[C@@H]([C@@H]2[C@H]1OC(O2)(C)C)C2CCN(CC2)C(=O)OC(C)(C)C